BrC1=CC=C(C=C1)N1C[C@H](OCC1)C (R)-4-(4-bromophenyl)-2-methylmorpholine